4-(methoxymethyl)-4-phenethyl-piperidine hydrochloride Cl.COCC1(CCNCC1)CCC1=CC=CC=C1